Cl.NCC1(CC1)C1=CC=C(C(=O)N2CCC(CC2)(O)CN2C=NC3=C(C2=O)C=NN3C3=CC=C(C=C3)F)C=C1 5-{(1-(4-(1-(aminomethyl)cyclopropyl)benzoyl)-4-hydroxypiperidin-4-yl)methyl}-1-(4-fluorophenyl)-1H-pyrazolo[3,4-d]pyrimidin-4(5H)-one hydrochloride